O1COC2=C1C=CC(=C2)CCN2C(OC(C2=O)C)C=2C(=NN(C2)C2=CC=C(C=C2)Br)C2=CC=C(C=C2)F 3-(2-(benzo[d][1,3]dioxol-5-yl)ethyl)-2-(1-(4-bromophenyl)-3-(4-fluorophenyl)-1H-pyrazol-4-yl)-5-methyl-oxazolidin-4-one